Tert-Butyl 1,1-difluoro-2-[(hydroxyimino)methyl]-6-azaspiro[2.5]octane-6-carboxylate FC1(C(C12CCN(CC2)C(=O)OC(C)(C)C)C=NO)F